FC1=CC=C(C=C1)C=1C(=NC=C(C(=O)O)C1O)CO 5-(4-fluorophenyl)-4-hydroxy-6-(hydroxymethyl)nicotinic acid